COC=1C=C(C=C(C1OC)OC)OC(C(=C)C#N)=O 3,4,5-trimethoxyphenyl-2-cyanoacrylate